N-(2,6-dimethyl-4-nitrophenyl)-4-methylbenzenesulfonamide CC1=CC=C(C=C1)S(=O)(=O)NC2=C(C=C(C=C2C)[N+](=O)[O-])C